CC=1C=C(C(=O)OC2=C(C(=CC(=C2)Br)C=NC2=CC=C(C=C2)CN(CC)CC)OC(C(C)C)=O)C=CC1 5-bromo-3-((4-((dieth-ylamino)methyl)phenylimino)methyl)-2-(isobutyryloxy)phenyl 3-methylbenzoate